[Rb].[Cs] cesium rubidium salt